C1(CC1)N(C(OC(C)(C)C)=O)C1CCN(CC1)C1=NC=CC=2C1=CNN2 tert-butyl N-cyclopropyl-N-[1-(2H-pyrazolo[4,3-c]pyridin-4-yl)-4-piperidyl]carbamate